N-(4-Fluoro-2-methoxy-5-((5-(trifluoromethyl)pyridin-2-yl)oxy)phenyl)-3-methyl-2-oxoimidazolidine-4-carboxamide FC1=CC(=C(C=C1OC1=NC=C(C=C1)C(F)(F)F)NC(=O)C1N(C(NC1)=O)C)OC